5-(1H-pyrazole-4-yl)isophthalic acid N1N=CC(=C1)C=1C=C(C=C(C(=O)O)C1)C(=O)O